C(C(=O)C)=CC(C)(OC)OC acetonylidene(2,2-dimethoxypropane)